N1=C(C=CC=C1)/C=C/C1=NC=C2N1C=CC(=C2)SC2=C(C(=O)O)C=CC=C2 2-({3-[(E)-2-(pyridin-2-yl)ethenyl]imidazo[1,5-a]pyridin-7-yl}thio)benzoic acid